(S)-2-amino-2-((R)-7-fluorochroman-4-yl)acetonitrile hydrochloride Cl.N[C@H](C#N)[C@@H]1CCOC2=CC(=CC=C12)F